C(C1=CC=CC=C1)OC=1C=C(C=C(C1)OCC1=CC=CC=C1)C(C)=O (3,5-bis(benzyloxy)phenyl)ethane-1-one